2-(methylamino)-4-(tert-butyl)phenol CNC1=C(C=CC(=C1)C(C)(C)C)O